(6S)-4-(2-(((3S,4S)-4-(difluoromethyl)-1,3-dimethylpiperidin-3-yl)methoxy)-7-(8-ethyl-7-fluoro-3-hydroxynaphthalen-1-yl)-6,8-difluoroquinazolin-4-yl)-6-methyl-1,4-oxazepan-6-ol FC([C@@H]1[C@](CN(CC1)C)(C)COC1=NC2=C(C(=C(C=C2C(=N1)N1CCOC[C@](C1)(O)C)F)C1=CC(=CC2=CC=C(C(=C12)CC)F)O)F)F